ClC=1C2=C(N=CN1)N(C=C2)[C@@H]2C=C([C@H]1OC(O[C@H]12)(C)C)CCC=1C=C(C(=C2C=C(N=CC12)C)F)C(F)F 8-(2-((3aS,4R,6aR)-4-(4-chloro-7H-pyrrolo[2,3-d]pyrimidin-7-yl)-2,2-dimethyl-3a,6a-dihydro-4H-cyclopenta[d][1,3]dioxol-6-yl)ethyl)-6-(difluoromethyl)-5-fluoro-3-methylisoquinoline